C(C)(C)(C)C=1C=C(C=C(C1)C(C)(C)C)C=1C=C(C=C(C1)B1OC(C(O1)(C)C)(C)C)C1=NC(=NC(=N1)C1=CC=CC=C1)C1=CC=CC=C1 2-{3-(3,5-di-tert-butylphenyl)-5-(4,4,5,5-tetramethyl-1,3,2-dioxaborolan-2-yl)phenyl}-4,6-diphenyl-1,3,5-triazine